OCCC(C(=O)O)C.C(CC)(=O)OCCO 2-hydroxyethyl propionate (2-hydroxyethyl propionate)